C=CC(=CC=CCC)NC(OC(C)(C)C)=O Tert-butyl oct-1,3,5-trien-3-ylcarbamate